pyrrolo[3,2-d]pyrimidin N1C=NC=C2C1=CC=N2